5-(methoxycarbonyl)thiophene-2-carboxylic acid COC(=O)C1=CC=C(S1)C(=O)O